C[N+](C)(C)C.CC1=C(C(=CC=C1)C)O 2,6-dimethylphenol tetramethylammonium salt